(7-oxabicyclo[2.2.1]hept-2-en-2-yl)methyl 4-methylbenzenesulfonate CC1=CC=C(C=C1)S(=O)(=O)OCC=1C2CCC(C1)O2